CC1=NC=C(C(=N1)N1CCC(CC1)OC=1C=C2C=NNC2=CC1)C 5-((1-(2,5-dimethylpyrimidin-4-yl)piperidin-4-yl)oxy)-1H-indazole